4-(4-Bromo-3,5-difluorophenyl)-1H-pyrazole BrC1=C(C=C(C=C1F)C=1C=NNC1)F